CON(C(=O)[C@@]1(N(CCC1)C(=O)OC(C)(C)C)C)C |r| rac-tert-butyl 2-[methoxy(methyl)carbamoyl]-2-methylpyrrolidine-1-carboxylate